COC(C1=C(C=C(C(=C1)OC)OCCO)N=[N+]=[N-])=O 2-azido-4-(2-hydroxyethoxy)-5-methoxy-benzoic acid methyl ester